ClC=1N=C(C2=C(N1)N(C=C2)S(=O)(=O)C2=CC=C(C)C=C2)C2=CN(C1=CC=CC=C21)C(=O)OC(C)(C)C tert-butyl 3-(2-chloro-7-tosyl-7H-pyrrolo[2,3-d]pyrimidin-4-yl)-1H-indole-1-carboxylate